N-(2-hydroxyethyl)-4-(6-methyl-7-(4-(piperazin-1-yl)phenyl)imidazo[1,2-b]pyridazin-3-yl)quinoline OCCN1CC=C(C2=CC=CC=C12)C1=CN=C2N1N=C(C(=C2)C2=CC=C(C=C2)N2CCNCC2)C